C(C)C1=C(C=C(C(=C1)O)F)C1=CC=C2C(=NNC2=C1)C1=NC2=C(N1)CN(C2)C(=O)N2CC(CC2)C#N 1-(2-(6-(2-ethyl-5-fluoro-4-hydroxyphenyl)-1H-indazol-3-yl)-1,4,5,6-tetrahydropyrrolo[3,4-d]imidazol-5-carbonyl)pyrrolidin-3-nitrile